((1S,2S)-2-((3-ethyl-4-methylbenzyl)oxy)cyclopentyl)nicotinamide C(C)C=1C=C(CO[C@@H]2[C@@H](CCC2)C2=C(C(=O)N)C=CC=N2)C=CC1C